Rel-N-(6-amino-5-ethyl-3-pyridyl)-2-[(2R,5S)-5-methyl-2-[4-(4-methylpiperazin-1-yl)phenyl]-1-piperidyl]-2-oxo-acetamide NC1=C(C=C(C=N1)NC(C(=O)N1[C@H](CC[C@@H](C1)C)C1=CC=C(C=C1)N1CCN(CC1)C)=O)CC |o1:12,15|